NCC=1C=C(C=CC1)N1N=C(C=C1C(=O)NC1=CC(=CC(=C1)F)C(C1=CC=CC=C1)OCC1CC1)C(F)(F)F 1-(3-(aminomethyl)phenyl)-N-(3-((cyclopropylmethoxy)(phenyl)methyl)-5-fluorophenyl)-3-(trifluoromethyl)-1H-pyrazole-5-carboxamide